FC(C1=C(C(C2=CC=C(C=C2)Cl)OC2CN(C2)C(=O)NC(CC(C)(C)C)(C)C)C=CC=C1)(F)F 3-[2-(trifluoromethyl)-4'-chlorobenzhydryloxy]-N-(2,2,4-trimethylpent-4-yl)azetidine-1-carboxamide